C(CCC)N(C1=NC=NC2=C(C=C(C=C12)Cl)C1=C(C=C(C=C1C)C)C)CC N-butyl-6-chloro-N-ethyl-8-(2,4,6-trimethylphenyl)-4-quinazolinamine